3-(6-(4-hydroxypiperidin-4-yl)-1-methyl-3-oxo-1,3-dihydro-2H-indazol-2-yl)piperidine-2,6-dione OC1(CCNCC1)C1=CC=C2C(N(N(C2=C1)C)C1C(NC(CC1)=O)=O)=O